FC1=C2C=CC=C(C2=CC=C1F)O 5,6-difluoronaphthalen-1-ol